CCCCCCCCCCCC(=O)O[C@H](COC(=O)CCCCC/C=C\C/C=C\C/C=C\C/C=C\CCCCC)COP(=O)(O)OC[C@@H](C(=O)O)N 1-(7Z,10Z,13Z,16Z-docosatetraenoyl)-2-dodecanoyl-glycero-3-phosphoserine